N1(CCCC1)CCN1C2=CC=CC=C2SC=2C=CC=CC12 10-(2-Pyrrolidinyl-ethyl)phenothiazine